Trans-N-[4-[5-[4-[2-amino-2-oxo-ethyl]-2-(ethyl-sulfamoyl)phenyl]thiazol-2-yl]cyclohexyl]carbamic acid isopropyl ester C(C)(C)OC(N[C@@H]1CC[C@H](CC1)C=1SC(=CN1)C1=C(C=C(C=C1)CC(=O)N)S(NCC)(=O)=O)=O